C(C)(=O)O[C@H]1[C@H](O[C@H]([C@@H]([C@H]1N=[N+]=[N-])OC(C)=O)SC(C(=O)N(C)CC)C1(CCOCC1)O)COC(C)=O (2R,3R,4S,5R,6S)-2-(Acetoxymethyl)-4-azido-6-((2-(ethyl(methyl)amino)-1-(4-hydroxytetrahydro-2H-pyran-4-yl)-2-oxoethyl)thio)tetrahydro-2H-pyran-3,5-diyl diacetate